N-[(2-Amino-3-pyridyl)sulfonyl]-6-(3,5-difluoro-4-methoxyphenyl)-2-[(4S)-2,2,4-trimethylpyrrolidin-1-yl]pyridin-3-carboxamid NC1=NC=CC=C1S(=O)(=O)NC(=O)C=1C(=NC(=CC1)C1=CC(=C(C(=C1)F)OC)F)N1C(C[C@@H](C1)C)(C)C